(trifluoromethoxy)-2H-[1,3'-bipyridin]-2-one FC(OC=1C(N(C=CC1)C=1C=NC=CC1)=O)(F)F